(R)-3-(((5-cyclopentyl-3-(3,3-difluorobutyl)-2-methyl-1,1-dioxido-7-(trifluoromethyl)-2,3,4,5-tetrahydrobenzo[f][1,2,5]thiadiazepin-8-yl)oxy)methyl)-6-methoxypicolinic acid C1(CCCC1)N1C[C@H](N(S(C2=C1C=C(C(=C2)OCC=2C(=NC(=CC2)OC)C(=O)O)C(F)(F)F)(=O)=O)C)CCC(C)(F)F